NC1=NC(=NC=C1CO)N1CCN(CC1)C1=NC=CC=C1 (4-amino-2-(4-(pyridin-2-yl)piperazin-1-yl)pyrimidin-5-yl)methanol